COC1=C(C=CC=C1)OC(CCC1=C(C=CC=C1)OC)=O 3-(2-methoxyphenyl)propionic acid 2-methoxyphenyl ester